ClC1=CC=C(C(=N1)NS(=O)(=O)CC)[N+](=O)[O-] N-(6-chloro-3-nitropyridin-2-yl)ethanesulfonamide